N1=C(C=CC=C1)N1CCCC2=CC(=CC=C12)C1(CCC1)C=1NC=2C(=NC=C(C2)C(F)(F)F)N1 1-(pyridin-2-yl)-6-(1-(6-(trifluoromethyl)-1H-imidazo[4,5-b]pyridin-2-yl)cyclobutyl)-1,2,3,4-tetrahydroquinoline